C(C)[Hf]NC ethylmethylaminohafnium